(benzyloxy)-9-oxononanoic acid C(C1=CC=CC=C1)OC(C(=O)O)CCCCCCC=O